2-((2,5-difluoro-4-iodophenyl)amino)-3,4-difluoro-5-vinylbenzoic acid FC1=C(C=C(C(=C1)I)F)NC1=C(C(=O)O)C=C(C(=C1F)F)C=C